N1-(cyclobutylmethyl)-N4,N4-dimethyl-1-(((2-methyl-2-(methylthio)propyl)amino)methyl)-4-phenylcyclohexane-1,4-diamine C1(CCC1)CNC1(CCC(CC1)(N(C)C)C1=CC=CC=C1)CNCC(C)(SC)C